P(=O)(OC[C@]12C[C@H](N([C@@H]2C1)C(CN1N=C(C2=CC(=CC=C12)C=1C=NC(=NC1)C)C(C)=O)=O)C(NC1=NC(=CC=C1)Br)=O)(OCC)OCC ((1R,3S,5S)-2-(2-(3-acetyl-5-(2-methylpyrimidin-5-yl)-1H-indazol-1-yl)acetyl)-3-((6-bromopyridin-2-yl)carbamoyl)-2-azabicyclo[3.1.0]hex-an-5-yl)methyl diethyl phosphate